1,1-dioxo-1-thiomorpholine O=S1(CCNCC1)=O